C1(CC1)C1=CC=C(C=C1)C=1C=CC2=C(C(=C(O2)C)C(=O)NC(CO)CC(F)(F)F)C1 5-(4-cyclopropylphenyl)-2-methyl-N-(4,4,4-trifluoro-1-hydroxybutan-2-yl)benzofuran-3-carboxamide